2-(4-(5-chloro-2-(4-chloro-1H-1,2,3-triazol-1-yl)phenyl)-2,5-dioxapiperazin-1-yl)-3-(4-methoxyphenyl)propionic acid tert-butyl ester C(C)(C)(C)OC(C(CC1=CC=C(C=C1)OC)N1OCN(OC1)C1=C(C=CC(=C1)Cl)N1N=NC(=C1)Cl)=O